CN1C(=NN=C1)CC(C)C=1C=C(C=CC1)C1=NNC(=C1)C1=NC=CC=C1 2-(3-(3-(1-(4-methyl-4H-1,2,4-triazol-3-yl)propan-2-yl)phenyl)-1H-pyrazol-5-yl)pyridine